3-(tri-n-butylsilyl)-1-propene C(CCC)[Si](CC=C)(CCCC)CCCC